C(C)(C)(C)N(C(O)=O)C1CC(C1)OC=1C(=NC(=CC1)C(F)(F)F)F.C1(=CC=CC=C1)N1C(=NC(=C1)CCCCCCN1CCCCC1)C1=C(C(=O)N)C=CC=C1C=1C=NNC1 (1-phenyl-4-(6-(piperidin-1-yl)hexyl)-1H-imidazol-2-yl)-3-(1H-pyrazol-4-yl)benzamide tert-butyl-((1r,3r)-3-((2-fluoro-6-(trifluoromethyl)pyridin-3-yl)oxy)cyclobutyl)carbamate